ClC1=NC=C(C(=N1)OC1=NC=2C=CC3=C(C2N=C1)C1=C(S3)C(N[C@@H](CN1)C)=O)CS(=O)(=N)C (10R)-3-((2-chloro-5-((S-methylsulfonimidoyl)methyl)pyrimidin-4-yl)oxy)-10-methyl-9,10,11,12-tetrahydro-8H-[1,4]diazepino[5',6':4,5]thieno[3,2-f]quinoxalin-8-one